BrC1=C(C=CC(=C1F)F)C1N=C(NC(=C1C(=O)OCC)C1CCN(CC1)S(=O)(=O)[C@@H]1C[C@H](C1)C(=O)OC(C)(C)C)C=1SC=CN1 (trans)-Ethyl 4-(2-bromo-3,4-difluorophenyl)-6-(1-((3-(tert-butoxycarbonyl)cyclobutyl)sulfonyl)piperidin-4-yl)-2-(thiazol-2-yl)-1,4-dihydropyrimidine-5-carboxylate